C(C)(C)(C)OC(=O)N1CCN(CC1)S(=O)(=O)C1=CC=C(C=C1)Br 4-((4-bromophenyl)sulfonyl)piperazine-1-carboxylic acid tert-butyl ester